CC=1SC=C(N1)[C@H]1N(OCC1)C(=O)[C@@H]1CC[C@H](CC1)CN1C=CC2=NC=C(C=C21)C#N trans-1-[[4-[(3S)-3-(2-methylthiazol-4-yl)isoxazolidine-2-carbonyl]cyclohexyl]methyl]pyrrolo[3,2-b]pyridine-6-carbonitrile